C(C)N(CCOC1=C(SC(=C1)C(F)F)C(=O)N)CC 3-(2-(diethylamino)ethoxy)-5-(difluoromethyl)thiophene-2-carboxamide